CN1N=C(C(=C1)C1=C(C(=CC=C1)F)C=1N=C2N(C=CC(=C2)C(=O)N[C@H]2[C@@H]3[C@H](OC2)[C@@H](CO3)O)C1C)C 2-(2-(1,3-dimethyl-1H-pyrazol-4-yl)-6-fluorophenyl)-N-((3R,3aR,6R,6aR)-6-hydroxyhexahydrofuro[3,2-b]furan-3-yl)-3-methylimidazo[1,2-a]pyridine-7-carboxamide